C1(=CC=CC=C1)C=1C(OC2=C(C1)C=CC=C2)=O 3-phenyl-2H-1-benzopyran-2-one